O=S1(C[C@H](CCC1)NC(=O)N[C@@H](C(C)C)C=1OC2=C(C1C)C=C(C=C2)F)=O 1-((S)-1,1-dioxidotetrahydro-2H-thiopyran-3-yl)-3-((S)-1-(5-fluoro-3-methylbenzofuran-2-yl)-2-methylpropyl)urea